4,4'-bis(2-ethoxycarbonylmethoxy)-3,3',5,5'-tetramethyl-biphenyl CCOC(=O)COC1=C(C=C(C=C1C)C1=CC(=C(C(=C1)C)OCC(=O)OCC)C)C